3,3'-(((piperazine-1,4-diylbis(octane-8,1-diyl))bis(sulfanediyl))bis(1-oxoisoindoline-4,2-diyl))bis(piperidine-2,6-dione) N1(CCN(CC1)CCCCCCCCSC1=C2CN(C(C2=CC=C1)=O)C1C(NC(CC1)=O)=O)CCCCCCCCSC1=C2CN(C(C2=CC=C1)=O)C1C(NC(CC1)=O)=O